C1(CC1)C1=NC(=CC(=C1)C1=C(C=C(C#N)C=C1)C1=NN=CN1C)N1C(C2=CC(=CC(=C2C1)F)CNC1(COCC1O)C)=O 4-[2-Cyclopropyl-6-(4-fluoro-6-{[(4-hydroxy-3-methyloxolan-3-yl)amino]methyl}-1-oxo-3H-isoindol-2-yl)pyridin-4-yl]-3-(4-methyl-1,2,4-triazol-3-yl)benzonitrile